BrC1=CC(=C(O[C@H](C(=O)O)C)C=C1)C=1SC=NN1 (S)-2-[4-bromo-2-(1,3,4-thiadiazol-2-yl)phenoxy]propionic acid